Cl.Cl.C[C@H]1NCCC(C1)N1CCCCC1 (2R)-2-methyl-4-(1-piperidinyl)piperidine dihydrochloride